BrC=1C=NC(=NC1)C(=O)OC(C)(C)C tert-butyl 5-bromopyrimidine-2-carboxylate